CN(C)CC1CN(CCO1)C(=O)C1=C(C=C(C=C1)NC=1C=2N(C=CN1)C(=CN2)C2=CC(=C(C=C2)OC)F)C [2-[(di-methylamino)meth-yl]morpholin-4-yl]-[4-[[3-(3-fluoro-4-methoxy-phenyl)imidazo[1,2-a]pyrazin-8-yl]amino]-2-methyl-phenyl]methanone